S1C(=NC2=C1C=CC=C2)CSC2=NC1=NC=CN=C1C(N2CCC2=CC=CC=C2)=O 2-((benzo[d]thiazol-2-ylmethyl)thio)-3-phenethylpteridin-4(3H)-one